C(=O)(O)C=CC=1C(C(C=CC1)(C)C)\C=C\C=1CCCC2=CC3=CC=C(C=C3OC12)OC (E)-3-(2-carboxyethenyl)-2-(2-(6-methoxy-2,3-dihydro-1H-xanthen-4-yl)vinyl)-1,1-dimethyl-1H-benzol